(3S)-1-[2-bromo-6-methoxy-5-(3-methoxypropoxy)pyridin-3-yl]-4-methylpentan-3-amine BrC1=NC(=C(C=C1CC[C@@H](C(C)C)N)OCCCOC)OC